COC=1C=C(C=CC1OC)C1=CC=NC=2N1N=C(C2)C(=O)N2C[C@@H](N(CC2)C(=O)C=2NC=CC2)C (S)-(7-(3,4-dimethoxyphenyl)pyrazolo[1,5-a]pyrimidin-2-yl)(3-methyl-4-(1H-pyrrole-2-carbonyl)piperazin-1-yl)methanone